3-Bromo-2-cyanopyridin-5-yl 3-azido-4,6-di-O-acetyl-3-deoxy-2-O-methyl-1-thio-D-galactopyranoside N(=[N+]=[N-])[C@@H]1[C@H](C(SC=2C=C(C(=NC2)C#N)Br)O[C@@H]([C@@H]1OC(C)=O)COC(C)=O)OC